2-(2,6-dioxopiperidin-3-yl)-5-fluoro-6-(6-(piperidin-4-ylmethyl)-3,6-diazabicyclo[3.1.1]heptane-3-yl)isoindoline-1,3-dione O=C1NC(CCC1N1C(C2=CC(=C(C=C2C1=O)F)N1CC2N(C(C1)C2)CC2CCNCC2)=O)=O